4-[5,6-dichloro-2-(2-fluoro-4-pyridinyl)pyrimidin-4-yl]-6-fluoro-1,4-diazepan-1-carboxylic acid tert-butyl ester C(C)(C)(C)OC(=O)N1CCN(CC(C1)F)C1=NC(=NC(=C1Cl)Cl)C1=CC(=NC=C1)F